NN1N=NC=C1 1-aminotriazole